(1R) or (1S)-2,5,6-trimethylcyclohex-2-en-1-ol CC=1[C@@H](C(C(CC1)C)C)O |o1:2|